5-amino-2-chloro-N-(2,2-difluoropropyl)-3-fluorobenzamide NC=1C=C(C(=C(C(=O)NCC(C)(F)F)C1)Cl)F